CN(C1=CC=CC(=N1)S(=O)(=O)NC(=O)C=1C(=NC(=CC1)C1=CC=CC=C1)OC1=C(C=C(C=C1C)C)C)C N-[[6-(Dimethylamino)-2-pyridyl]sulfonyl]-6-phenyl-2-(2,4,6-trimethylphenoxy)pyridin-3-carboxamid